C1(CCCCC1)S(=O)(=O)C(=[N+]=[N-])S(=O)(=O)C1=CC(=CC=C1)C(F)(F)F cyclohexylsulfonyl-(3-trifluoromethylphenylsulfonyl)diazomethane